(±)-tert-butyl N-[3-(3-bromophenyl)-3-hydroxy-propyl]carbamate BrC=1C=C(C=CC1)[C@@H](CCNC(OC(C)(C)C)=O)O |r|